((1,4,7-triazacyclononane-1,4,7-triyl)tris(methylene))tris(phosphinic acid) N1(CCN(CCN(CC1)CP(O)=O)CP(O)=O)CP(O)=O